1-hexyl-3-ethylpiperidinium triflate [O-]S(=O)(=O)C(F)(F)F.C(CCCCC)[NH+]1CC(CCC1)CC